5-(4-((3-ethyl-2,4-dioxo-2,3,4,7-tetrahydro-1H-pyrrolo[2,3-d]pyrimidin-6-yl)methyl)piperazin-1-yl)-N-methylpicolinamide C(C)N1C(NC2=C(C1=O)C=C(N2)CN2CCN(CC2)C=2C=CC(=NC2)C(=O)NC)=O